FC1=CC=CC(=N1)[C@H](CC(C)C)N[S@](=O)C(C)(C)C (R)-N-((S)-1-(6-fluoropyridin-2-yl)-3-methylbutyl)-2-methylpropane-2-sulfinamide